4-oxo-nonenal CCCCCC(=O)/C=C/C=O